C[Si](N1C(=C(N(C(=C1C)C)[Si](C)(C)C)C)C)(C)C 1,4-bis(trimethylsilyl)-2,3,5,6-tetramethyl-1,4-dihydropyrazine